C(C)(C)(C)OC(=O)N1CCN(CC1)CCN1[C@@H](CN(C[C@@H]1C)C1=NC=CC(=C1)C1=NNC2=CC=C(C=C12)[N+](=O)[O-])C 4-(2-((2R,6S)-2,6-dimethyl-4-(4-(5-nitro-1H-indazol-3-yl)pyridin-2-yl)piperazin-1-yl)ethyl)piperazine-1-carboxylic acid tert-butyl ester